C(C)(C)(C)NC(=O)C1=C(C2=C(N=C(N=C2C2=CC(=CC=C2)NC(CN2CCNCC2)=O)SC)S1)N tert-butyl-5-amino-2-methylthio-4-(3-(2-(piperazin-1-yl)-acetamido)-phenyl)-thieno[2,3-d]pyrimidine-6-carboxamide